C1(CC1)C1=CC(=C(C=C1)C1=NN=C(C2=CC(=CC=C12)C#N)N[C@H]1CN(CCC1)C)O (R)-1-(4-cyclopropyl-2-hydroxyphenyl)-4-((1-methylpiperidin-3-yl)amino)phthalazine-6-carbonitrile